[(2S,3S,4R,5R)-6-hydroxy-4,5-bis[[2-(1H-indol-3-yl)acetyl]oxy]-2-methyl-tetrahydropyran-3-yl] 2-(1H-indol-3-yl)acetate N1C=C(C2=CC=CC=C12)CC(=O)O[C@H]1[C@@H](OC([C@@H]([C@@H]1OC(CC1=CNC2=CC=CC=C12)=O)OC(CC1=CNC2=CC=CC=C12)=O)O)C